2-(1H-imidazol-1-yl)-N-((1r,4r)-4-methylcyclohexyl)pyrimidine-4-carboxamide tert-butyl-(7-chloro-1-(cyanomethyl)-1H-indazol-4-yl)carbamate C(C)(C)(C)N(C(O)=O)C1=C2C=NN(C2=C(C=C1)Cl)CC#N.N1(C=NC=C1)C1=NC=CC(=N1)C(=O)NC1CCC(CC1)C